1-methyl-6-(2,2,3,3,3-pentafluoropropoxy)-3-(4,4,5,5-tetramethyl-1,3,2-dioxaborolan-2-yl)pyridin-2(1H)-one CN1C(C(=CC=C1OCC(C(F)(F)F)(F)F)B1OC(C(O1)(C)C)(C)C)=O